NC1=NN2C(C=C(C=C2)C=2C=C(C(=NC2)OC)C(=O)NCC2=C(C=CC=C2)OC2CCOCC2)=N1 5-{2-amino-[1,2,4]triazolo[1,5-a]pyridin-7-yl}-2-methoxy-N-{[2-(oxacyclohex-4-yloxy)phenyl]methyl}pyridine-3-carboxamide